tri-tert-butylphosphine palladium (I) iodide [Pd]I.C(C)(C)(C)P(C(C)(C)C)C(C)(C)C